B(OB(O)O)[O-] borono (boronate)